C(C1=CC=CC=C1)OC(=O)NCCNC([C@@H]([C@@H](C(=O)O)O)O)=O (2S,3R)-4-((2-(((benzyloxy)carbonyl)amino)ethyl)amino)-2,3-dihydroxy-4-oxobutanoic acid